FC(C)(C)C1=NC(=NC(=C1)C)NC1=CC(=NC=C1OCCOC)NC(C)=O N-(4-((4-(2-fluoropropan-2-yl)-6-methylpyrimidin-2-yl)amino)-5-(2-methoxyethoxy)pyridin-2-yl)acetamide